8-(1,1':4',1''-terphenyl-3-yl)-4-[3-(dibenzothiophen-4-yl)phenyl]-[1]benzofuro[3,2-d]pyrimidine C1(=CC(=CC=C1)C=1C=CC2=C(C1)C=1N=CN=C(C1O2)C2=CC(=CC=C2)C2=CC=CC1=C2SC2=C1C=CC=C2)C2=CC=C(C=C2)C2=CC=CC=C2